C1(=CC=CC2=CC=3C(=CC=CC3C=C12)C(=O)O)C(=O)O 1,5-Anthracenedicarboxylic acid